(R)-6-methyl-5-((1-methyl-6-(pyrimidin-5-ylamino)-1H-pyrazolo[3,4-d]pyrimidin-3-yl)amino)-N-(2-(2-methylpiperidin-1-yl)ethyl)nicotinamide CC1=NC=C(C(=O)NCCN2[C@@H](CCCC2)C)C=C1NC1=NN(C2=NC(=NC=C21)NC=2C=NC=NC2)C